Methanesulfonyl-(2-di-t-butylphosphino-2',4',6'-triisopropyl-1,1'-biphenyl) CS(=O)(=O)C=1C(=C(C=CC1)C1=C(C=C(C=C1C(C)C)C(C)C)C(C)C)P(C(C)(C)C)C(C)(C)C